ClC=1C(=CC(=NC1)NC(NC1CCC(CC1)NC(C([2H])([2H])[2H])=O)=O)C1=C2N(N=C1)CC(C2)(C)C N-((1r,4r)-4-(3-(5-chloro-4-(5,5-dimethyl-5,6-dihydro-4H-pyrrolo[1,2-b]pyrazol-3-yl)pyridin-2-yl)ureido)cyclohexyl)acetamide-2,2,2-d3